3-methyl-4-(pyrrolidin-1-ylmethyl)benzonitrile CC=1C=C(C#N)C=CC1CN1CCCC1